NC1(CCC(CC1)N)N 1,4-diaminocyclohexylamine